1-(2-chloro-5-((1-(3-(dimethylamino)propyl)-1H-pyrazol-4-yl)ethynyl)pyridin-4-yl)piperidin-4-one ClC1=NC=C(C(=C1)N1CCC(CC1)=O)C#CC=1C=NN(C1)CCCN(C)C